C1OCC12CCN(CC2)CC2=CC=C(C=C2)NC2=NC(=NC=1C=NNC(C12)=O)C1=CC=CC=C1 4-(4-(2-oxa-7-azaspiro[3.5]nonan-7-ylmethyl)phenylamino)-2-phenylpyrimido[4,5-d]pyridazin-5(6H)-one